NC1=C2N=CN(C2=NC=N1)C1=NC2=CC=CC=C2C(=N1)O 2-(6-amino-9H-purine-9-yl)quinazoline-4-ol